C(C)(C)(C)OC(=O)N[C@@H](CCC(=O)OC)CC(N[C@@H](C(C)(C)C)C(NC)=O)=O methyl (4S)-4-{[(tert-butoxy)carbonyl]amino}-5-{[(1S)-2,2-dimethyl-1-(methylcarbamoyl)propyl]carbamoyl}pentanoate